C1(CCCC1)N1C2=C(N(C(C(C1)(F)F)=O)C)C=NC(=N2)NC2=C(C=C(C(=O)NC1CC3(C1)CCN(CC3)C(=O)OCCCC)C=C2)OC butyl 2-(4-((9-cyclopentyl-7,7-difluoro-5-methyl-6-oxo-6,7,8,9-tetrahydro-5H-pyrimido[4,5-b][1,4]diazepin-2-yl)amino)-3-methoxybenzamido)-7-azaspiro[3.5]nonane-7-carboxylate